C1(=CC(=CC=C1)C1=NC(=NC=C1Cl)NC=1C=C(C=NC1)N1C(C2(CC1)CCN(CC2)C(CCCCCOC=2C=C1C(N(C(C1=CC2)=O)C2C(NC(CC2)=O)=O)=O)=O)=O)C2=CC=CC=C2 5-((6-(2-(5-((4-([1,1'-biphenyl]-3-yl)-5-chloropyrimidin-2-yl)amino)pyridin-3-yl)-1-oxo-2,8-diazaspiro[4.5]decan-8-yl)-6-oxohexyl)oxy)-2-(2,6-dioxopiperidin-3-yl)isoindoline-1,3-dione